NC1=CC=C(C(=C1C(=O)C1=C(C=CC=C1F)F)Br)Cl (6-amino-2-bromo-3-chloro-phenyl)-(2,6-difluorophenyl)methanone